3-(5-(((R)-6-ethyl-6-azaspiro[2.5]oct-4-yl)oxy)-1-oxoisoindolin-2-yl)piperidine-2,6-dione C(C)N1C[C@@H](C2(CC2)CC1)OC=1C=C2CN(C(C2=CC1)=O)C1C(NC(CC1)=O)=O